2-(3-(5-(2,4-difluorophenyl)isoxazole-3-carboxamido)-1-isobutylazetidin-3-yl)acetic acid FC1=C(C=CC(=C1)F)C1=CC(=NO1)C(=O)NC1(CN(C1)CC(C)C)CC(=O)O